4-cyano-N,N-dimethylthiobenzamide C(#N)C1=CC=C(C(=S)N(C)C)C=C1